NC1=NC=CC=C1C1=NC=2C(=NC(=CC2)C2C(C2)C(=O)OCC)N1C1=CC=C(C=C1)CNC(=O)OC(C)(C)C ethyl 2-[2-(2-aminopyridin-3-yl)-3-(4-{[(tert-butoxycarbonyl)amino]methyl}phenyl)imidazo[4,5-b]pyridin-5-yl]cyclopropane-1-carboxylate